[C@H]12CN(C[C@H](CC1)N2)C=2C1=C(N=C(N2)OC[C@]23CCCN3C[C@@H](C2)F)C=C(C=N1)C=1C=C(C=C(C1C1CC1)Cl)O 3-(4-((1R,5S)-3,8-diazabicyclo[3.2.1]octan-3-yl)-2-(((2R,7aS)-2-fluorotetrahydro-1H-pyrrolizin-7a(5H)-yl)methoxy)pyrido[3,2-d]pyrimidin-7-yl)-5-chloro-4-cyclopropylphenol